N1(CCOCC1)CCCCN1N=CC=C(C1=O)\C=C\C1=CC=CC=C1 2-[4-(morpholin-4-yl)butyl]-4-[(E)-2-phenylethenyl]-2,3-dihydropyridazin-3-one